2-(1,4-dimethoxybenzyl)-7-hydrazinylisoquinolin-1(2H)-imine hydrochloride Cl.COC1(CN2C(C3=CC(=CC=C3C=C2)NN)=N)CC=C(C=C1)OC